COCCO[AlH]OCCOC.[Na] sodium bis(2-methoxyethoxy)aluminum (III) hydride